N-(adamantan-1-yl)-4-bromo-1-((2-(trimethylsilyl)ethoxy)methyl)-1H-pyrrole-2-carboxamide C12(CC3CC(CC(C1)C3)C2)NC(=O)C=2N(C=C(C2)Br)COCC[Si](C)(C)C